1-(3-hydroxypropyl)pyridin-1-ium OCCC[N+]1=CC=CC=C1